(4-Methoxy-1-methyl-1H-pyrrolo[3,2-c]pyridin-3-yl)carbamic acid tert-butyl ester C(C)(C)(C)OC(NC1=CN(C2=C1C(=NC=C2)OC)C)=O